2,2-dimethyl-3-(2-oxo-1-piperidinyl)propionic acid CC(C(=O)O)(CN1C(CCCC1)=O)C